N4-Ethyl-N6-(7-methoxy-1,2,3,4-tetrahydroisoquinolin-6-yl)-3-(trifluoromethyl)-1H-pyrrolo[2,3-b]pyridin-4,6-diamin C(C)NC=1C2=C(N=C(C1)NC=1C=C3CCNCC3=CC1OC)NC=C2C(F)(F)F